BrC1=CC=C(OCC=2N=NN(C2C(=O)OC)COCC[Si](C)(C)C)C=C1 methyl 4-((4-bromophenoxy) methyl)-1-((2-(trimethylsilyl) ethoxy) methyl)-1H-1,2,3-triazole-5-carboxylate